ClC1=CC=C2C(=C(NC2=C1Cl)C(=O)OCC)C=1C=NN(C1)C1OCCCC1 ethyl 6,7-dichloro-3-(1-(tetrahydro-2H-pyran-2-yl)-1H-pyrazol-4-yl)-1H-indole-2-carboxylate